N-(2,4-dimethoxy-6-(4-methoxy-phenyl)benzyl)-2-iodo-N-phenyl-benzamide COC1=C(CN(C(C2=C(C=CC=C2)I)=O)C2=CC=CC=C2)C(=CC(=C1)OC)C1=CC=C(C=C1)OC